CC1=CC=C(C[C@H](N)C(=O)O)C=C1 4-methyl-phenylalanine